CN(C(=O)C1(CCN(CC1)C1=C(C=C(C=C1)C(F)(F)F)NC(=O)C=1OC(=CC1)C1CCOCC1)C)C N,N,4-trimethyl-1-(2-(5-(tetrahydro-2H-pyran-4-yl)furan-2-carboxamido)-4-(trifluoromethyl)-phenyl)piperidine-4-carboxamide